Methyl 2-((2-bromo-4-formyl-6-nitrophenyl) amino)-2-methylpropionate BrC1=C(C(=CC(=C1)C=O)[N+](=O)[O-])NC(C(=O)OC)(C)C